C1(=CC=C(C=C1)NC=1C=C2C=CC(=CC2=CC1)S(=O)(=O)O)C 6-(p-Toluidino)-2-naphthalenesulfonic Acid